FC1=C2C(=CN=C1N1CCC(CC1)NC1COC1)NC(=C2C(C)C)C=2C=C(C=1N(C2)N=CN1)C 1-(4-fluoro-3-isopropyl-2-(8-methyl-[1,2,4]triazolo[1,5-a]pyridin-6-yl)-1H-pyrrolo[2,3-c]pyridin-5-yl)-N-(oxetan-3-yl)piperidin-4-amine